C12COCC(CC1)N2C2=NC=NC=1N(C3=CC(=CC=C3C12)S(=O)(=O)NC1(CC1)C#N)C=1SC(=NN1)C(F)F 4-(3-oxa-8-azabicyclo[3.2.1]oct-8-yl)-N-(1-cyanocyclopropyl)-9-(5-(difluoromethyl)-1,3,4-thiadiazol-2-yl)-9H-pyrimido[4,5-b]indole-7-sulfonamide